2,3,5,6-tetramethyl-pyrazine phosphate monohydrate O.P(=O)(O)(O)O.CC1=NC(=C(N=C1C)C)C